Cl.NC[C@@H]1OCCOC1 (S)-2-(aminomethyl)-1,4-dioxane hydrochloride